methyl 6-bromo-3-chloro-1H-indole-2-carboxylate BrC1=CC=C2C(=C(NC2=C1)C(=O)OC)Cl